2-(4-chlorobenzyl)-3-(4-chlorophenyl)-4-(2-methyloxiran-2-yl)isoindolin-1-one ClC1=CC=C(CN2C(C3=CC=CC(=C3C2C2=CC=C(C=C2)Cl)C2(OC2)C)=O)C=C1